2-((7-(4-fluorobenzoyl)-8-methyl-3-(3-methyl-1,2,4-thiadiazole-5-yl)-5,6,7,8-tetrahydroimidazo-[1,5-a]pyrazin-1-yl)(methyl)amino)-2-oxoethyl(methyl)carbamate FC1=CC=C(C(=O)N2C(C=3N(CC2)C(=NC3N(C(CN(C([O-])=O)C)=O)C)C3=NC(=NS3)C)C)C=C1